NC1=C(C(=NS1)C)C(=O)NCC1=C(C=CC=C1)F 5-amino-N-(2-fluorobenzyl)-3-methylisothiazole-4-carboxamide